FC1CC1 fluoro-cyclopropane